rac-N-(5-Chlorothiazol-2-yl)-2-(3,3-difluorocyclopentyl)-2-(4-(6-fluoropyridin-3-yl)phenyl)acetamide ClC1=CN=C(S1)NC(C(C1=CC=C(C=C1)C=1C=NC(=CC1)F)C1CC(CC1)(F)F)=O